butyne-1,4-dicarboxylic acid C(#CCCC(=O)O)C(=O)O